(3ar,4R,5R,6as)-2-((R)-2-(6-fluoro-5-hydroxypyridin-2-yl)-2-hydroxyethyl)-5-phenoxyhexahydrocyclopenta[c]pyrrole-3a,4(1H)-diol FC1=C(C=CC(=N1)[C@@H](CN1C[C@H]2[C@@](C1)([C@@H]([C@@H](C2)OC2=CC=CC=C2)O)O)O)O